BrC1=CC=C(C[C@@]2([C@H](O)[C@H](O)[C@@H](CO)O2)C2=CNC(=O)NC2=O)C=C1 4-Bromobenzylpseudouridine